OS(=O)(=O)C(F)(F)F.OS(=O)(=O)C(F)(F)F.C12CCCC(CCC1)S2 9-thiabicyclo[3.3.1]nonane ditriflate